OC1=CC=C(C(=O)OCCCCCCOC(C2=CC=C(C=C2)O)=O)C=C1 Hexamethylene bis(4-hydroxybenzoate)